(cis-2-hydroxycyclohexyl) phosphate P(=O)(O[C@H]1[C@H](CCCC1)O)([O-])[O-]